FC=1C(=CC(=NC1)C=1C(=NN(C1C)C)C)OC1CN(C1)C=O (3-((5-fluoro-2-(1,3,5-trimethyl-1H-pyrazol-4-yl)pyridin-4-yl)oxy)azetidin-1-yl)methanone